N-stearoylaspartate C(CCCCCCCCCCCCCCCCC)(=O)N[C@@H](CC(=O)[O-])C(=O)[O-]